diethyl phosphite diethyl-phosphinate ammonium salt [NH4+].C(C)P([O-])(=O)CC.P(OCC)(OCC)[O-].[NH4+]